FC1=CC=C(CNC2=NC(=NC3=CC=CC=C23)NC(C)C)C=C1 N4-(4-fluorobenzyl)-N2-isopropylquinazoline-2,4-diamine